FC=1C(=NC=C(C1)C1=NOC(=N1)C(F)(F)F)NC1(CC1)C1=C(C=CC=C1)F 3-fluoro-N-[1-(2-fluorophenyl)cyclopropyl]-5-[5-(trifluoromethyl)-1,2,4-oxadiazol-3-yl]pyridin-2-amine